5-Chloro-1H-indole-2-carboxylic acid [(1S)-benzyl-2-(4-hydroxyimino-piperidin-1-yl)-2-oxo-ethyl]-amide C(C1=CC=CC=C1)[C@@H](C(=O)N1CCC(CC1)=NO)NC(=O)C=1NC2=CC=C(C=C2C1)Cl